ethyl-(2RS)-{[4-bromo-1-(2-fluorophenyl)-5-(6-fluoropyridin-3-yl)-1H-pyrazole-3-yl]oxy}(ethoxy)acetate C(C)OC([C@H](OCC)OC1=NN(C(=C1Br)C=1C=NC(=CC1)F)C1=C(C=CC=C1)F)=O |r|